[N].[Mg].BrC1=C(C(=C(C(=C1F)F)Br)F)F 1,4-dibromotetrafluorobenzene Magnesium Nitrogen